N1=C(C=NC=C1)[C@@H]1CCC2OC3(C(N21)=O)CC(C3)OCC3=CC2=C(N=CN=C2)S3 (5'S)-5'-(pyrazin-2-yl)-3-(thieno[2,3-d]pyrimidin-6-ylmethoxy)tetrahydro-3'H-spiro[cyclobutane-1,2'-pyrrolo[2,1-b]oxazol]-3'-one